C1COCCN1[C@H]2[C@@H]([C@@H](CC2=O)OCC3=CC=C(C=C3)C4=CC=CC=C4)CC/C=C\\CCC(=O)[O-] The molecule is an oxo monocarboxylic acid anion obtained by deprotonation of the carboxy group of (1S,2S,5R)-AH23848. It is a conjugate base of a (1S,2S,5R)-AH23848. It is an enantiomer of a (1R,2R,5S)-AH23848(1-).